C(C)S(=O)(=O)CC=1C=CC(=C(C1)C=1C=C(C(N(C1)CCO)=O)C)OCC(F)(F)F 5-[5-(ethylsulfonylmethyl)-2-(2,2,2-trifluoroethoxy)phenyl]-1-(2-hydroxyethyl)-3-methylpyridin-2-one